COC1=CC=C(C=C1)C1=NC2=CC=CC=C2C(=C1)NCCC1NCCCC1 2-(4-methoxyphenyl)-N-(2-(piperidin-2-yl)ethyl)quinolin-4-amine